5-chloro-3-(2-(2-chlorophenyl)-3,4,6,7-tetrahydro-5H-imidazo[4,5-c]pyridin-5-yl)-1-methyl-3,4-dihydroquinolin-2(1H)-one ClC1=C2CC(C(N(C2=CC=C1)C)=O)N1CC2=C(CC1)N=C(N2)C2=C(C=CC=C2)Cl